3-(4-fluoro-2',5,6'-trimethyl-[1,1'-biphenyl]-3-yl)propanoic acid FC1=C(C=C(C=C1C)C1=C(C=CC=C1C)C)CCC(=O)O